4-(Oxiran-2-yl)-4-phenethylpiperidine-1-carboxylic acid tert-butyl ester C(C)(C)(C)OC(=O)N1CCC(CC1)(CCC1=CC=CC=C1)C1OC1